FC1(C(C1)C=1C(=C(C=CC1)[C@@H](C)NC1=NC(=NC2=CC3=C(C=C12)OCC1(CO3)CC1)C)F)F N-((1R)-1-(3-(2,2-difluorocyclopropyl)-2-fluorophenyl)ethyl)-2'-methyl-7'H,9'H-spiro[cyclopropane-1,8'-[1,4]dioxepino[2,3-g]quinazolin]-4'-amine